C(C)(C)(C)OC(=O)N1CC(C2=CC(=CC=C12)Cl)(CCC#N)C 3-methyl-3-(2-cyanoethyl)-5-chloroindoline-1-carboxylic acid tert-butyl ester